5-[4-(2-tetrahydropyran-4-yloxyethoxy)phenoxy]imidazo[1,5-a]pyridine-7-carbohydrazide O1CCC(CC1)OCCOC1=CC=C(OC2=CC(=CC=3N2C=NC3)C(=O)NN)C=C1